Ethyl acetoacetate aluminum [Al].C(CC(=O)C)(=O)OCC